CN1N=CC=2C1=NC=C(C2)C2=CC=C1C(=N2)SC(=C1)[C@H](O)C1CCOCC1 (R)-(6-(1-methyl-1H-pyrazolo[3,4-b]pyridin-5-yl)thieno[2,3-b]pyridin-2-yl)(tetrahydro-2H-pyran-4-yl)methanol